CN(C(OC(C)(C)C)=O)C1CC(C1)NC(=O)C1=CC2=C(N3C(S2)=NC(=C3)C3=CC=C(C=C3)C(NC)=O)C=C1 tert-butyl methyl((1r,3r)-3-(2-(4-(methylcarbamoyl) phenyl)benzo[d]imidazo[2,1-b]thiazole-7-carboxamido)cyclobutyl)carbamate